(R)-4-((1-ethyl-2-azaspiro[3.4]octan-2-yl)methyl)-3-fluoro-N-hydroxybenzamide C(C)[C@H]1N(CC12CCCC2)CC2=C(C=C(C(=O)NO)C=C2)F